[(2S,3R,4S,5R)-2-acetoxy-4-benzyloxy-5-(benzyloxymethyl)-5-methyl-tetrahydrofuran-3-yl] acetate C(C)(=O)O[C@H]1[C@@H](O[C@]([C@H]1OCC1=CC=CC=C1)(C)COCC1=CC=CC=C1)OC(C)=O